ethyl 6-chloro-4-[(4-methoxyphenyl)methoxy]-2-methyl-pyridine-3-carboxylate ClC1=CC(=C(C(=N1)C)C(=O)OCC)OCC1=CC=C(C=C1)OC